2-chloro-5-[({[1-(trifluoromethyl)cyclopropyl]carbonyl}amino)methyl]-N-{1-[6-(trifluoromethyl)pyridin-3-yl]-1H-indazol-4-yl}benzamide ClC1=C(C(=O)NC2=C3C=NN(C3=CC=C2)C=2C=NC(=CC2)C(F)(F)F)C=C(C=C1)CNC(=O)C1(CC1)C(F)(F)F